2-(3,4-dimethoxyphenyl)-5-(1-(2-isopropyl-octahydrocyclopenta[c]pyrrol-5-yl)piperidin-4-yl)-3,7-dimethyl-3H-imidazo[4,5-b]pyridine COC=1C=C(C=CC1OC)C1=NC=2C(=NC(=CC2C)C2CCN(CC2)C2CC3C(CN(C3)C(C)C)C2)N1C